ClC1=C(C=C(C=C1)Cl)N\N=C(/C(=O)[O-])\CC (Z)-ethylglyoxylate-2,5-dichlorophenylhydrazone